Tert-Butyl 3-[4-[N-(cyclopropylmethyl)anilino]phenyl]azetidine-1-carboxylate C1(CC1)CN(C1=CC=CC=C1)C1=CC=C(C=C1)C1CN(C1)C(=O)OC(C)(C)C